CC1(C[C@H](N(C1)C(C=C)=O)CN1N=C(C=2C1=NC=NC2)C2=CC=C(C=C2)OC2=CC=CC=C2)C (S)-1-(4,4-dimethyl-2-((3-(4-phenoxyphenyl)-1H-pyrazolo[3,4-d]pyrimidin-1-yl)methyl)pyrrolidin-1-yl)prop-2-en-1-one